(E)-3-(4-(((2-(4-Cyclopropylphenyl)cyclopropyl)amino)methyl)phenyl)-N-hydroxyacrylamide TFA salt OC(=O)C(F)(F)F.C1(CC1)C1=CC=C(C=C1)C1C(C1)NCC1=CC=C(C=C1)/C=C/C(=O)NO